1-{4-[1-methyl-4-(trifluoromethyl)imidazol-2-yl]phenyl}ethanol CN1C(=NC(=C1)C(F)(F)F)C1=CC=C(C=C1)C(C)O